N1NC(CCC1)C(=O)[O-] 1,2-diazacyclohexane-3-carboxylate